N-(1-methyl-4-piperidyl)-6-[3-(4-mesyl-2-anisidino)-1-propynyl]-1-(2,2,2-trifluoroethyl)-4-indolecarboxamide CN1CCC(CC1)NC(=O)C=1C=2C=CN(C2C=C(C1)C#CCNC=1C(OC)=CC=C(C1)S(=O)(=O)C)CC(F)(F)F